2-(6-((2S,5R)-4-(1-(4,6-difluoro-2,2-dimethylbenzo[d][1,3]dioxol-5-yl)ethyl)-2,5-dimethylpiperazin-1-yl)-9-ethyl-3-methyl-2-oxo-3,9-dihydro-2H-purin-8-yl)acetonitrile FC1=C(C(=CC=2OC(OC21)(C)C)F)C(C)N2C[C@@H](N(C[C@H]2C)C=2C=1N=C(N(C1N(C(N2)=O)C)CC)CC#N)C